2-(dimethylamino)ethyl (S)-(4-(4-(3-aminoazetidine-1-carbonyl)phenyl)-2,3,9-trimethyl-6H-thieno[3,2-f][1,2,4]triazolo[4,3-a][1,4]diazepin-6-yl)acetate trifluoroacetate FC(C(=O)O)(F)F.NC1CN(C1)C(=O)C1=CC=C(C=C1)C1=N[C@H](C=2N(C3=C1C(=C(S3)C)C)C(=NN2)C)CC(=O)OCCN(C)C